Methyl 2-bromo-4-(2-oxopropoxy)-5-((tetrahydrofuran-3-yl)amino)benzoate BrC1=C(C(=O)OC)C=C(C(=C1)OCC(C)=O)NC1COCC1